C[C@H]1N(CCOC1)C=1N=C(C2=C(N1)N=C(C=C2)C=2C=C(C(=O)NCCCCCCCCO)C=CC2)N2[C@@H](COCC2)C 3-[2,4-bis[(3R)-3-methylmorpholin-4-yl]pyrido[2,3-d]pyrimidin-7-yl]-N-(8-hydroxyoctyl)benzamide